2-(5-(dibenzo[b,d]furan-4-yl)-4'-(pyrimidin-2-yl)-[1,1'-biphenyl]-3-yl)-1,10-phenanthroline C1=CC=C(C=2OC3=C(C21)C=CC=C3)C=3C=C(C=C(C3)C3=CC=C(C=C3)C3=NC=CC=N3)C3=NC2=C1N=CC=CC1=CC=C2C=C3